[O-2].[Ag+].[Zn+2].[Al+3].[O-2].[O-2] aluminum zinc-silver oxide